tert-butyl 4-prop-2-ynylpiperazine-1-carboxylate C(C#C)N1CCN(CC1)C(=O)OC(C)(C)C